NCCC(CC[Si](O[Si](CCC(N)CCN)(C)C)(C)C)N 1,3-Bis(aminoethyl-aminopropyl)tetramethyldisiloxane